((1r,4r)-4-(2-hydroxyethoxy)cyclohexyl)carbamic acid tert-butyl ester C(C)(C)(C)OC(NC1CCC(CC1)OCCO)=O